(2-amino-3-(3-((2-(benzylthio)pyrimidin-5-yl)methyl)isoxazol-5-yl)pyridin-1-ium-1-yl)methyl hydrogen phosphate P(=O)(OC[N+]1=C(C(=CC=C1)C1=CC(=NO1)CC=1C=NC(=NC1)SCC1=CC=CC=C1)N)(O)[O-]